CS methane-thiol